2-fluoro-4-(pentafluoro-λ6-sulfaneyl)aniline FC1=C(N)C=CC(=C1)S(F)(F)(F)(F)F